CC(C)(C#CC(C)(OOC(C)(C)C)C)OOC(C)(C)C 2,5-dimethyl-2,5-di-(t-butylperoxy)-3-hexyne